tert-butyl 2-[4-[1-(2,6-dioxo-3-piperidyl) indolin-4-yl]-1-piperidyl]acetate O=C1NC(CCC1N1CCC2=C(C=CC=C12)C1CCN(CC1)CC(=O)OC(C)(C)C)=O